7-methoxy-9H-pyrimido[4,5-b]indol-4-amine COC1=CC=C2C3=C(NC2=C1)N=CN=C3N